FC1(CCC(CC1)NC(C(C=1C=NC=C(C1)F)N(C(=O)[C@@H]1N(CCC1(C)C)C(=O)OC(C)(C)C)C1=CC=C(C=C1)S(F)(F)(F)(F)F)=O)F tert-butyl (2R)-2-[[2-[(4,4-difluorocyclohexyl)amino]-1-(5-fluoro-3-pyridyl)-2-oxo-ethyl]-[4-(pentafluoro-λ6-sulfanyl)phenyl]carbamoyl]-3,3-dimethyl-pyrrolidine-1-carboxylate